4,7,9-trichloro-5-fluoro-3H-[1,2,3]triazolo[4,5-f]quinazoline ClC1=C2C(=C3C(=NC(=NC3=C1F)Cl)Cl)N=NN2